[C@@H]1([C@@H](O)[C@H](O)[C@H](O)[C@@H](O1)C)OCCNC(CNCC(NCCO[C@@H]1[C@@H](O)[C@@H](O)[C@H](O)[C@H](O1)CO)=O)=O N-{2-[(α-L-fucopyranosyl)oxy]ethyl}-2-{[2-oxo-2-({2-[(α-D-mannopyranosyl)oxy]ethyl}amino)ethyl]amino}acetamide